trifluoromethanesulfonic acid gold (I) [Au+].FC(S(=O)(=O)O)(F)F